methyl (2Z)-3-[3-chloro-7-fluoro-1-(oxan-2-yl)indazol-6-yl]-2-fluoroprop-2-enoate ClC1=NN(C2=C(C(=CC=C12)\C=C(\C(=O)OC)/F)F)C1OCCCC1